tert-butyl (3-(9-(4-(diethylamino)phenyl)-7-(6-methyl-1,2,4,5-tetrazin-3-yl)-3-oxo-1,3-dihydro-2H-pyrrolo[3,4-b]indolizin-2-yl)propyl)carbamate C(C)N(C1=CC=C(C=C1)C=1C2=C(N3C=CC(=CC13)C=1N=NC(=NN1)C)C(N(C2)CCCNC(OC(C)(C)C)=O)=O)CC